C(C)NC(C[N+](C)(C)C)=O [2-(ethylamino)-2-oxo-ethyl]-trimethyl-ammonium